8-(2-chlorophenyl)-7-(4-chlorophenyl)-1H-purine-2,6-dione ClC1=C(C=CC=C1)C1=NC=2NC(NC(C2N1C1=CC=C(C=C1)Cl)=O)=O